FC1(CCN(CC1)C1=NC(=CC2=C1COC2)NC(C2=C(C=C(C=C2)NS(=O)(=O)CCO)N2CCC1(CC1)CC2)=O)F N-(4-(4,4-difluoropiperidin-1-yl)-1,3-dihydrofuro[3,4-c]pyridin-6-yl)-4-(2-hydroxyethylsulfonamido)-2-(6-azaspiro[2.5]octan-6-yl)benzamide